CC(CC(=O)[O-])CC(CC(=O)[O-])C 3,5-dimethyl-pimelate